9,9-bis[3-methyl-4-(3-acryloxy-2-hydroxypropoxy)phenyl]fluorene CC=1C=C(C=CC1OCC(COC(C=C)=O)O)C1(C2=CC=CC=C2C=2C=CC=CC12)C1=CC(=C(C=C1)OCC(COC(C=C)=O)O)C